(1-(7-(8-Ethyl-7-fluoro-3-hydroxynaphthalen-1-yl)-8-fluoro-2-(((2R,7aS)-2-fluorotetrahydro-1H-pyrrolizin-7a(5H)-yl)methoxy)pyrido[4,3-d]pyrimidin-4-yl)azetidin-3-yl)methanesulfonamide C(C)C=1C(=CC=C2C=C(C=C(C12)C1=C(C=2N=C(N=C(C2C=N1)N1CC(C1)CS(=O)(=O)N)OC[C@]12CCCN2C[C@@H](C1)F)F)O)F